1-(6-fluoro-4-((2-phenylthiazol-4-yl)methoxy)benzofuran-2-yl)ethanone FC1=CC2=C(C=C(O2)C(C)=O)C(=C1)OCC=1N=C(SC1)C1=CC=CC=C1